methyl 5-cyano-6-cyclopropylpyridine-3-carboxylate C(#N)C=1C=C(C=NC1C1CC1)C(=O)OC